FC(C(=O)O)(F)F.NCC(CN1N=NN(C1=O)CC1=CC(=CC=C1)C=1C=NC(=CC1)N(C)C)=C(F)F 1-[2-(aminomethyl)-3,3-difluoro-allyl]-4-[[3-[6-(dimethylamino)-3-pyridyl]phenyl]methyl]tetrazol-5-one trifluoroacetate